methyl (methyl-2-amino-3-(3-chloro-4-hydroxyphenyl) propionate) CC(C(=O)OC)(CC1=CC(=C(C=C1)O)Cl)N